1-(2-(azidomethyl)-5-fluoro-2-(fluoromethyl)-2,3-dihydrobenzofuran-7-yl)ethan-1-one N(=[N+]=[N-])CC1(OC2=C(C1)C=C(C=C2C(C)=O)F)CF